N1C=NC2=C1C=CC(=C2)C=2N=NN(C2)C=2C=C1CN(C(C1=CC2)=O)C2C(NC(CC2)=O)=O 3-(5-(4-(1H-benzo[d]imidazol-5-yl)-1H-1,2,3-triazol-1-yl)-1-oxoisoindolin-2-yl)piperidine-2,6-dione